6-Benzyl-3-(2-methoxybenzyl)-2,3,4,6-tetrahydropyrido[3,4-c][1,8]naphthyridine C(C1=CC=CC=C1)N1C=C2C(C=3C=CC=NC13)=CCN(C2)CC2=C(C=CC=C2)OC